tert-butyl (cyclobutylmethyl)((3R)-1-(1-(1-(5-(6-methoxy-1-(tetrahydro-2H-pyran-2-yl)-1H-indazol-4-yl)-2H-tetrazol-2-yl)ethyl)-2-oxo-1,2-dihydropyridin-4-yl)piperidin-3-yl)carbamate C1(CCC1)CN(C(OC(C)(C)C)=O)[C@H]1CN(CCC1)C1=CC(N(C=C1)C(C)N1N=C(N=N1)C1=C2C=NN(C2=CC(=C1)OC)C1OCCCC1)=O